FC(C=1N=COC1C(=O)N1[C@@H](C2=C(CC1)NC=N2)C2=NN1C(C=CC=C1)=C2C)F (S)-(4-(difluoromethyl)oxazol-5-yl)(4-(3-methylpyrazolo[1,5-a]pyridin-2-yl)-6,7-dihydro-1H-imidazo[4,5-c]pyridin-5(4H)-yl)methanone